C(C=C)(=O)N1CC(CC1)C=1C=C(N2C=NC=CC21)C2=CC=C(C(=O)NC1=NC=CC(=C1)F)C=C2 4-(5-(1-propenoylpyrrolidin-3-yl)pyrrolo[1,2-c]pyrimidin-7-yl)-N-(4-fluoropyridin-2-yl)benzamide